CC(CC(C)=O)(C)OOC(C)(C)CC 4-methyl-4-(tert-amylperoxy)-2-pentanone